aminoethyl-trimethoxysilane allyl-8-(5-((3,4-dichlorophenyl)difluoromethyl)-1,3,4-oxadiazol-2-yl)-2-(3,3-difluoro-2,2-dimethylpropanoyl)-2,6-diazaspiro[3.4]octane-6-carboxylate C(C=C)OC(=O)N1CC2(CN(C2)C(C(C(F)F)(C)C)=O)C(C1)C=1OC(=NN1)C(F)(F)C1=CC(=C(C=C1)Cl)Cl.NCC[Si](OC)(OC)OC